ClC=1C=C2C=C(NC2=CC1C=1C=NC(=CC1)OC(F)F)CNC(C)=O N-((5-chloro-6-(6-(difluoromethoxy)pyridin-3-yl)-1H-indol-2-yl)methyl)acetamide